N-((6-methylpyridin-3-yl)methyl)-6-(5-methylthiophen-2-yl)pyrido[2,3]pyrimidin-4-amine CC1=CC=C(C=N1)CNC1=NC=NC2=C1N=C(C=C2)C=2SC(=CC2)C